N1(CCCCC1)C=1C=C2C=CC(=CC2=CC1)C(=CC(=O)N)C 3-(6-(piperidin-1-yl)naphthalen-2-yl)but-2-enamide